FC=1C=C2C(=NC1)N(N=C2C2=NC(=C(C(=N2)N)N)N)CC2=C(C=CC=C2)F 2-[5-Fluoro-1-(2-fluorobenzyl)-1H-pyrazolo[3,4-b]pyridin-3-yl]pyrimidine-4,5,6-triamine